O=C1[C@@H]2[C@]3(CC[C@H](C[C@@H]3CC[C@H]2[C@@H]2CC[C@@H]([C@@]2(C)C1)O)O)C 11-keto-3α-androstanediol